CS(=O)(=O)O[C@H]1[C@@H]([C@H](CCC1)C=C)C (1R,2R,3R)-2-METHYL-3-VINYLCYCLOHEXYL METHANESULFONATE